N1(CCC1)C[C@H](C1CC1)N(C(C1=CC(=C(C=C1)F)F)=O)C (S)-N-(2-(Azetidin-1-yl)-1-cyclopropylethyl)-3,4-difluoro-N-methylbenzamide